BrC=1C(=C(C(=C(N)C1)F)Cl)I 5-bromo-3-chloro-2-fluoro-4-iodoaniline